2,3,4,6-tetrahydropyrrolo[3,4-b][1,4]oxazine O1C=2C(NCC1)=CNC2